C(CCCCCCCCCCCC=CCCCCCCCC)(=O)OCCCCCCCCCCCCCCCCCCC(=O)O 19-(docos-13-enoyloxy)-nonadecanoic acid